Heptadecan-9-yl 8-((2-hydroxyethyl)(6-oxo-6-(undecyloxy)hexyl)amino)octanoate OCCN(CCCCCCCC(=O)OC(CCCCCCCC)CCCCCCCC)CCCCCC(OCCCCCCCCCCC)=O